11-Hydroxy-tricosanoic acid OC(CCCCCCCCCC(=O)O)CCCCCCCCCCCC